CN(C)CCOC([O-])C dimethylaminoethoxyethoxide